(3S,6S)-N-((4-carbamimidoylthiophen-2-yl)methyl)-1,1-difluoro-5-((4-phenoxy-butanoyl)glycyl)-5-azaspiro[2.4]heptane-6-carboxamide C(N)(=N)C=1C=C(SC1)CNC(=O)[C@H]1N(C[C@@]2(CC2(F)F)C1)C(CNC(CCCOC1=CC=CC=C1)=O)=O